1-(4-(3-(4-fluorophenyl)-1,2,4-oxadiazol-5-yl)piperidin-1-yl)-2-(5-methyl-1,2,4-oxadiazol-3-yl)ethan-1-one FC1=CC=C(C=C1)C1=NOC(=N1)C1CCN(CC1)C(CC1=NOC(=N1)C)=O